2,4-dimethylphenyl-dimethylaminocarboxylic acid CC1=C(C=CC(=C1)C)CN(C)C(=O)O